O=C1NC(CCC1N1C(C2=CC=C(C=C2C1=O)N1C[C@@H](CC1)NCC1=C(C=C(C=C1)NC1=NC=C(C(=N1)OC1=C2C(N(CC2=CC=C1)C)=O)C(F)(F)F)F)=O)=O 2-(2,6-Dioxopiperidin-3-yl)-5-((R)-3-((2-fluoro-4-((4-((2-methyl-3-oxoisoindolin-4-yl)oxy)-5-(trifluoromethyl)pyrimidin-2-yl)amino)benzyl)amino)pyrrolidin-1-yl)isoindoline-1,3-dione